C(N)(O[C@@H](C(C)C)C(N[C@H](C(=O)NC1=CC=C(C=C1)CO)C)=O)=O [(1S)-1-[[(1S)-2-[4-(hydroxymethyl)anilino]-1-methyl-2-oxo-ethyl]carbamoyl]-2-methyl-propyl] carbamate